C(C1=CC=CC=C1)[C@]1(N(CCCC1)C(=O)O)\C=C\C=1SC=CC1.N1CCCCC1 piperidine (Benzyl (S,E)-2-(2-(thiophen-2-yl) vinyl) piperidine-1-carboxylate)